COC=1C=C2C(=NC1C1=C(C(=CC=C1)OC)C)C(=NN2)C=2C=CC(=NC2)N2C[C@H]1N(CC2)C[C@@H](C1)O (7R,8aS)-2-(5-(6-Methoxy-5-(3-methoxy-2-methylphenyl)-1H-pyrazolo[4,3-b]pyridin-3-yl)pyridin-2-yl)octahydropyrrolo[1,2-a]pyrazin-7-ol